2'-methoxy-5,6-dimethyl-spiro[1,3-dioxepane-2,6'-thiochromeno[3,2-g][1,3]benzodioxole] COC1OC2=C(O1)C1=C(C=C2)C2(C3=CC=CC=C3S1)OCC(C(CO2)C)C